CN(S(=O)(=O)N[C@@H]1[C@@H](N(C[C@@H]1F)C(=O)N(C)C)CC=1C(=C(C=CC1)C1=CC(=CC=C1)C)F)C (2S,3R,4S)-3-[(dimethylsulfamoyl)amino]-4-fluoro-2-[(2-fluoro-3'-methyl[1,1'-biphenyl]-3-yl)methyl]-N,N-dimethyl-pyrrolidine-1-carboxamide